Cl.CN1N=CC(=C1)C1=CC=2N(C=N1)C(=CN2)N2CCNCC2 7-(1-methyl-1H-pyrazol-4-yl)-3-(piperazin-1-yl)imidazo[1,2-c]pyrimidine hydrochloride Salt